C[Si](C=1N=NNC1C[C@H](C)OCC(=O)OC(C)(C)C)(C)C tert-butyl (S)-2-((1-(4-(trimethylsilyl)-1H-1,2,3-triazol-5-yl)propan-2-yl)oxy)acetate